[Cl-].C(CCCCCCCCC)[N+](CCC[Si](OCC)(OCC)OCC)(C)CCCCCCCCCC didecylmethyl[3-(triethoxysilyl)propyl]ammonium chloride